COC1=C(C=CC=C1)C(=C1CCN(CC1)C(=O)C=1C=NC=C(C1)C)C1=NC(=CC=C1)OC (4-((2-methoxyphenyl)(6-methoxypyridin-2-yl)methylene)piperidin-1-yl)(5-methylpyridin-3-yl)methanone